2-((benzylamino)-methyl)-7-methoxy-imidazo[1,2-c]-quinazolin-5-amine C(C1=CC=CC=C1)NCC=1N=C2N(C(=NC=3C(=CC=CC23)OC)N)C1